(4-Azidophenyl)amino-N,N,N-trimethyl-2-oxoethaneaminium Chloride [Cl-].N(=[N+]=[N-])C1=CC=C(C=C1)NC(C=O)[N+](C)(C)C